NCC=1C=CC(=NC1)C(N[C@H](C(NCCCC[C@H](NC(N[C@@H](CCC(=O)O)C(=O)O)=O)C(=O)O)=O)CC1=CC2=CC=CC=C2C=C1)=O (3S,10S,14S)-1-[5-(aminomethyl)pyridin-2-yl]-3-[(naphthalen-2-yl)methyl]-1,4,12-trioxo-2,5,11,13-tetraazahexadecane-10,14,16-tricarboxylic acid